(Z)-2-((5-(2-fluoro-3-nitrophenyl)-3-(2-fluorobenzyl)pyrazin-2-yl)amino)-3-(furan-2-yl)acrylic acid FC1=C(C=CC=C1[N+](=O)[O-])C=1N=C(C(=NC1)N\C(\C(=O)O)=C/C=1OC=CC1)CC1=C(C=CC=C1)F